CCN1C2=C3C=C(NC3=NC=C2CN(C1=O)C4=C(C(=CC(=C4F)OC)OC)F)CN5CCOCC5 3-(2,6-difluoro-3,5-dimethoxyphenyl)-1-ethyl-8-(morpholin-4-ylmethyl)-4,7-dihydropyrrolo[4,5]pyrido[1,2-d]pyrimidin-2-one